3-(4-fluorothiophen-3-yl)azetidine tert-butyl-[(1R)-1-amino-2-fluoroethyl]piperidine-1-carboxylate C(C)(C)(C)C1(N(CCCC1)C(=O)O)[C@H](CF)N.FC=1C(=CSC1)C1CNC1